C(#N)C1=CC=C(C=C1)N1[C@@H](CCC(C1)C1=CC=C(C=C1)C(F)(F)F)C(=O)N(C)C (2S)-1-(4-cyanophenyl)-N,N-dimethyl-5-(4-(trifluoromethyl)phenyl)piperidine-2-carboxamide